O=C(/C=C/C(=O)O)OC(C)C1=CC=C(C=C1)C(F)(F)F (E)-4-oxo-4-(1-(4-(trifluoromethyl)phenyl)ethoxy)but-2-enoic acid